1-(6-((4-(2-cyano-6-(1H-pyrazol-1-yl)pyridin-3-yl)piperazin-1-yl)methyl)pyrimidin-4-yl)-3-ethylurea C(#N)C1=NC(=CC=C1N1CCN(CC1)CC1=CC(=NC=N1)NC(=O)NCC)N1N=CC=C1